C(C)(C)(C)OC(=O)N1C[C@@H](CCC1)N(C)C1=NN=C(C=2CCCCC12)Cl (3R)-3-[(4-chloro-5,6,7,8-tetrahydrophthalazin-1-yl)-methyl-amino]piperidine-1-carboxylic acid tert-butyl ester